CC=1C=C2C=NC(=NC2=CC1)N[C@H]1CN(CC1)C(=O)C1=CC=C(C=C1)NC(CC)=O (R)-N-(4-(3-((6-methylquinazolin-2-yl)amino)pyrrolidine-1-carbonyl)phenyl)propionamide